ClC1=CC=C(C=C1)/C=C/C(C(=O)N[C@@H]([C@H](O)C1=CC2=C(OCCO2)C=C1)CN1CCCC1)(F)F (E)-4-(4-chlorophenyl)-N-((1r,2r)-1-(2,3-dihydrobenzo[b][1,4]dioxin-6-yl)-1-hydroxy-3-(pyrrolidin-1-yl)propan-2-yl)-2,2-difluorobut-3-enamide